2-((4-iodo-1H-pyrazol-1-yl)methyl)-N,N-dimethylaniline IC=1C=NN(C1)CC1=C(N(C)C)C=CC=C1